FC1=C(C#N)C(=CC(=C1)CC(C)C)N1C[C@H]2C([C@H]2C1)CN1C(=NC=C1)C 2-Fluoro-4-isobutyl-6-((1R,5S,6r)-6-((2-methyl-1H-imidazol-1-yl)methyl)-3-azabicyclo[3.1.0]hex-3-yl)benzonitrile